(S)-4-(4-((7'-(2,6-dioxopiperidin-3-yl)-6'-oxo-1',6',7',8'-tetrahydro-2'H-spiro[piperidine-4,3'-pyrrolo[3,4-g]indol]-1-yl)methyl)-1H-pyrazol-1-yl)benzonitrile O=C1NC(CC[C@@H]1N1C(C2=CC=C3C4(CNC3=C2C1)CCN(CC4)CC=4C=NN(C4)C4=CC=C(C#N)C=C4)=O)=O